C(C1=CC=CC=C1)OC1=CC=C(C=C1)C=1C=CC(NC1)=O 5-(4-(benzyloxy)phenyl)-2-oxopyridin